N1=C(C=CC=C1)CC[Si](OC)(OC)OC 2-(2-Pyridinyl)Ethyltrimethoxysilane